OC1CC(N(C1)C(=O)OC1=CC=C(C=C1)[N+](=O)[O-])(C)C 4-nitrophenyl 4-hydroxy-2,2-dimethylpyrrolidine-1-carboxylate